2-[[4-[6-[(4-Cyano-2-fluoro-phenyl)methoxy]-2-pyridinyl]-2-fluoro-3-methyl-phenyl]methyl]-3-[[(2S)-oxetan-2-yl]methyl]benzimidazole-5-carboxylic acid C(#N)C1=CC(=C(C=C1)COC1=CC=CC(=N1)C1=C(C(=C(C=C1)CC=1N(C2=C(N1)C=CC(=C2)C(=O)O)C[C@H]2OCC2)F)C)F